5-[2-(5-Methoxy-chinolin-8-sulfonylamino)-5-methyl-phenylethynyl]-pyridin COC1=C2C=CC=NC2=C(C=C1)S(=O)(=O)NC1=C(C=C(C=C1)C)C#CC=1C=CC=NC1